C(C)OC(C=C1CN(C1)C(=O)OCCCC)=O butyl 3-(2-ethoxy-2-oxoethylidene)azetidine-1-carboxylate